2-Methyl-5-(m-tolyl)pyrazol-3-amine CN1N=C(C=C1N)C=1C=C(C=CC1)C